N-(trans-3-(5-(5-ethoxypyridin-2-yl)-4-(2-fluorophenyl)-4H-1,2,4-triazol-3-yl)cyclobutyl)pyridine-2,6-dicarboxamide C(C)OC=1C=CC(=NC1)C=1N(C(=NN1)[C@@H]1C[C@H](C1)NC(=O)C1=NC(=CC=C1)C(=O)N)C1=C(C=CC=C1)F